5-((S)-(3-fluorophenyl)(hydroxy)methyl)pyrrolidine-1-carboxylic acid tert-butyl ester C(C)(C)(C)OC(=O)N1CCCC1[C@@H](O)C1=CC(=CC=C1)F